[SiH2]1O[SiH2]O1 monoepoxydisiloxane